1-methyl-N-((S)-1-((1r,4S)-4-methylcyclohexyl)-2-oxo-2-((1',2',4'-trimethyl-6'-oxo-1',6'-dihydro-[3,3'-bipyridin]-6-yl)amino)ethyl)-1H-pyrazole-5-carboxamide CN1N=CC=C1C(=O)N[C@H](C(NC1=CC=C(C=N1)C1=C(N(C(C=C1C)=O)C)C)=O)C1CCC(CC1)C